R-1-methyl-3-pyrrolidinecarboxylic acid CN1C[C@@H](CC1)C(=O)O